C(C1=CC=CC=C1)OC(=O)N(C(COS(=O)(=O)C1=CC=C(C=C1)C)C(C)O[Si](C)(C)C(C)(C)C)CC(F)F.C(C)(C)(C)C1=C(OP(OC2=C(C=C(C(=C2)C)C(C)(C)C)C(C)(C)C)C2=C(C=CC=C2)C2=CC=CC=C2)C=C(C(=C1)C(C)(C)C)C [bis(2,4-di-t-butyl-5-methylphenoxy)phosphino]biphenyl 2-(((Benzyloxy)carbonyl)(2,2-difluoroethyl)amino)-3-((tert-butyldimethylsilyl)oxy)butyl-4-methylbenzenesulfonate